5-fluoro-4-[4-methyl-5-oxo-3-(trifluoromethyl)-4,5-dihydro-1H-1,2,4-triazol-1-yl]-2-{[(2S)-1,1,1-trifluoropropan-2-yl]oxy}benzoic acid FC=1C(=CC(=C(C(=O)O)C1)O[C@H](C(F)(F)F)C)N1N=C(N(C1=O)C)C(F)(F)F